C(C)(C)(C)OC(=O)NC=1C=2N(C=C(N1)C(=O)O)C1=C(N2)C=CC=C1 1-((t-butoxycarbonyl)amino)benzo[4,5]imidazo[1,2-a]pyrazine-3-carboxylic acid